CC(CCCCCC1C(=O)OC(C1)=O)CCCCCC(CC)C 6,12-dimethyltetradecylsuccinic anhydride